1-(3-fluoro-2-hydroxymethylphenyl)-3-(3-methylsulphanylphenyl)urea FC=1C(=C(C=CC1)NC(=O)NC1=CC(=CC=C1)SC)CO